4,6,8,10,12,12-hexamethyl-3-((methylamino)methyl)-11,13-dioxo-1-oxa-4-azacyclotridecan CN1C(COC(C(C(C(CC(CC(C1)C)C)C)=O)(C)C)=O)CNC